7-methyl-5-(4-((4-methylpyrimidin-2-yl)oxy)phenyl)-6-(4-(2-vinylthiazol-5-yl)phenyl)-7H-pyrrolo[2,3-d]pyrimidin-4-amine CN1C(=C(C2=C1N=CN=C2N)C2=CC=C(C=C2)OC2=NC=CC(=N2)C)C2=CC=C(C=C2)C2=CN=C(S2)C=C